O=C1NC(CCC1N1C(C2=CC=C(C=C2C1=O)O)=O)=O 2-(2,6-dioxo-3-piperidinyl)-5-hydroxy-isoindoline-1,3-dione